C(CCCCCCCCCCCCCCC)(=O)OC(=O)C1OC=CC=C1 pyroyl palmitate